9-(5-chloro-[1,1'-biphenyl]-3-yl)phenanthrene ClC=1C=C(C=C(C1)C1=CC=CC=C1)C=1C2=CC=CC=C2C=2C=CC=CC2C1